OC1(CCN(CCC1)C(=O)OC(C)(C)C)C tert-butyl 4-hydroxy-4-methylazepane-1-carboxylate